2-(4-chloro-3-pyridinyl)acetic acid hydrochloride Cl.ClC1=C(C=NC=C1)CC(=O)O